1,5-bis(dimethylamino)hexamethyltrisiloxane CN([Si](O[Si](O[Si](N(C)C)(C)C)(C)C)(C)C)C